C1(CC1)N1C=C(C(C2=CC(=C(C=C12)N1CC(CCC1)C(=O)OCC)F)=O)CN(CC1=CC(=NC=C1)C)[C@@H]1CN(CCC1)C=1C=NC(=CC1)C ethyl 1-[1-cyclopropyl-6-fluoro-3-({[(3S)-1-(6-methylpyridin-3-yl)piperidin-3-yl][(2-methylpyridin-4-yl)methyl]amino}methyl)-4-oxo-1,4-dihydroquinolin-7-yl]piperidine-3-carboxylate